OC(=O)C(F)(F)F.C(CCCCCC)O[C@H]1[C@@H](CNC1)C(=O)NCCCCCC (3R,4S)-4-(heptyloxy)-N-hexylpyrrolidine-3-carboxamide TFA salt